(hydroxy(o-tolyl)methyl)-N2-methyl-N4-((1S,2S)-2-methylcyclopropyl)pyridine-2,4-dicarboxamide OC(C1=C(C=CC=C1)C)C=1C(=NC=CC1C(=O)N[C@@H]1[C@H](C1)C)C(=O)NC